CC1=CC(=NC=C1[N+](=O)[O-])OC(C(F)(F)F)C(F)(F)F 4-methyl-5-nitro-2-(2,2,2-trifluoro-1-trifluoromethylethoxy)pyridine